ClC=1C(=C(C=CC1)C1(CN(CCC1)C(C=C)=O)NC1=CC=C2C(C(N(C2=C1)C)=O)(C)C)C 6-{[3-(3-Chloro-2-methylphenyl)-1-(prop-2-enoyl)piperidin-3-yl]amino}-1,3,3-trimethylindol-2-one